2-(3-(6-(((3S,4S)-4-fluoropyrrolidin-3-yl)amino)pyridin-2-yl)imidazo[1,2-b]pyridazin-7-yl)propan-2-ol F[C@@H]1[C@H](CNC1)NC1=CC=CC(=N1)C1=CN=C2N1N=CC(=C2)C(C)(C)O